monofluoro ethylene carbonate C(O)(O)=O.FC=C